5-(2-fluorophenyl)-N-methyl-1-(pyridine-3-sulfonyl)-1H-pyrrole-3-methylamine FC1=C(C=CC=C1)C1=CC(=CN1S(=O)(=O)C=1C=NC=CC1)CNC